3-(1-(3-Chlorophenyl)-2-hydroxyethyl)-7-(5-methyl-1H-pyrazol-4-yl)quinazolin ClC=1C=C(C=CC1)C(CO)N1CN=C2C=C(C=CC2=C1)C=1C=NNC1C